The molecule is a hydroxy ketone ascaroside obtained by formal condensation of the hydroxy group of (5R)-5-hydroxyhexan-2-one with ascarylopyranose (the alpha anomer). It is a major component of the dauer pheromone, used by the nematode Caenorhabditis elegans as a population-density signal to promote entry into an alternate larval stage, the nonfeeding and highly persistent dauer diapause, and also synergises with ascr#3, ascr#4, and ascr#8 in male attraction. It has a role as a Caenorhabditis elegans metabolite and a pheromone. It is a methyl ketone and a hydroxy ketone ascaroside. It derives from a (5R)-5-hydroxyhexan-2-one. C[C@H]1[C@@H](C[C@H]([C@@H](O1)O[C@H](C)CCC(=O)C)O)O